C(C)(C)(C)OC(=O)N1C(CN(CC1)C1=CC2=C(NC(O2)=O)C=C1)(C)C 2,2-dimethyl-4-(2-oxo-3H-1,3-benzoxazol-6-yl)piperazine-1-carboxylic acid tert-butyl ester